2,2'-ethylidenebis(4-methyl-6-tert-butylphenyl) (2-tert-butyl-4-methylphenyl) phosphite P1(OC2=C(C=C(C=C2C(C)(C)C)C)C(C)C2=C(C(=CC(=C2)C)C(C)(C)C)O1)OC1=C(C=C(C=C1)C)C(C)(C)C